BrCC1=C(C#N)C=CC=C1 Bromomethylbenzonitrile